1,2,3,4-tetrahydro-6,7-dimethylnaphthalene CC=1C=C2CCCCC2=CC1C